ClC=1C=C(C=CC1Cl)C=1C=C(C(N(N1)C1=CC(=CC=C1)F)=O)C(=O)NC(CO)C1COCC1 6-(3,4-dichlorophenyl)-2-(3-fluorophenyl)-N-[2-hydroxy-1-(tetrahydrofuran-3-yl)ethyl]-3-oxo-2,3-dihydropyridazine-4-carboxamide